ethyl 3-[(5R)-5-isopropyl-1-cyclohexen-1-yl]-2-methylpropionate C(C)(C)[C@@H]1CCC=C(C1)CC(C(=O)OCC)C